CC1=C(C=CC(=C1)C(=O)N1CCC2(CC1)C=1N(CCN2C)C(=CC1)C(C(F)(F)F)=O)C=1C=CC(=NC1)C#N 5-[2-methyl-4-[2-methyl-6-(2,2,2-trifluoroacetyl)spiro[3,4-dihydropyrrolo[1,2-a]pyrazine-1,4'-piperidine]-1'-carbonyl]phenyl]pyridine-2-carbonitrile